isobutyl 3-(1-((1-((2-chloro-2'-methoxy-[1,1'-biphenyl]-4-yl)methyl)piperidin-4-yl)methyl)-1H-1,2,3-triazol-4-yl)-5-fluoro-1H-indole-2-carboxylate ClC1=C(C=CC(=C1)CN1CCC(CC1)CN1N=NC(=C1)C1=C(NC2=CC=C(C=C12)F)C(=O)OCC(C)C)C1=C(C=CC=C1)OC